4-((4-hydroxyphenyl)carbamoyl)-3,4-dihydronaphthalene-2,2(1H)-dicarboxylic acid diethyl ester C(C)OC(=O)C1(CC2=CC=CC=C2C(C1)C(NC1=CC=C(C=C1)O)=O)C(=O)OCC